F[C@@H](CN(CC[C@@H](C(=O)O)NC1=NC=CC(=C1)C1=CC=CC=C1)CCCCC1=NC=2NCCCC2C=C1)COC (S)-4-(((S)-2-fluoro-3-methoxypropyl)(4-(5,6,7,8-tetrahydro-1,8-naphthyridin-2-yl)butyl)amino)-2-((4-phenylpyridin-2-yl)amino)butanoic acid